C(N)(OC(C(O)C1=CC(=NC(=C1)Cl)Br)C(C)C)=O (2-bromo-6-chloropyridin-4-yl)-1-hydroxy-3-methylbutan-2-yl carbamate